2-(4-(1H-benzimidazol-2-yl)phenoxymethyl)-3-fluoroallylamine trifluoroacetate FC(C(=O)O)(F)F.N1C(=NC2=C1C=CC=C2)C2=CC=C(OCC(CN)=CF)C=C2